4-{3-[3-methyl-1-(oxan-2-yl)-1H-pyrazol-5-yl]-5-[(3R)-3-methylmorpholin-4-yl]-[1,2]thiazolo[4,5-b]pyridin-7-yl}oxan-4-ol CC1=NN(C(=C1)C1=NSC=2C1=NC(=CC2C2(CCOCC2)O)N2[C@@H](COCC2)C)C2OCCCC2